N1C(=NC2=C1C=CC=C2)[C@@H]2N(CC[C@H](C2)NC(=O)NC2=CC=C(C=C2)C#N)C 1-((2R,4R)-2-(1H-benzo[d]imidazol-2-yl)-1-methylpiperidin-4-yl)-3-(4-cyanophenyl)urea